FC(S(=O)(=O)C1=CC=C(C=C1)CC(=O)N1CCC2(C(C2)CNC(=O)C2=CC=3C(=CN=CC3)O2)CC1)(F)F N-[[6-[2-[4-(trifluoromethylsulfonyl)phenyl]acetyl]-6-azaspiro[2.5]octan-2-yl]methyl]furo[2,3-c]pyridine-2-carboxamide